tert-butyl (7R)-7-((tert-butyldimethylsilyl)oxy)-2-(4-methoxybenzyl)-1-oxo-2,5-diazaspiro[3.4]octane-5-carboxylate [Si](C)(C)(C(C)(C)C)O[C@H]1CN(C2(CN(C2=O)CC2=CC=C(C=C2)OC)C1)C(=O)OC(C)(C)C